C(C1=CC=CC=C1)N(C(=O)NC1=CC(=C(C=C1)Cl)Cl)C1CCN(CC1)C1COC1 1-benzyl-3-(3,4-dichlorophenyl)-1-(1-(oxetan-3-yl)piperidin-4-yl)urea